3-methyl-3-((2-(pyridin-4-yl)pyrido[3,4-d]pyrimidin-4-yl)amino)butyramide CC(CC(=O)N)(C)NC=1C2=C(N=C(N1)C1=CC=NC=C1)C=NC=C2